NC1=C2C(=NC=N1)N(N=C2C=2C=CC(=C(C2)NS(=O)(=O)C)OC)[C@@H](C)C=2N=C1N(C(C2C2=CC(=CC=C2)F)=O)C(=CS1)C (S)-N-(5-(4-amino-1-(1-(6-(3-fluorophenyl)-3-methyl-5-oxo-5H-thiazolo[3,2-a]pyrimidin-7-yl)ethyl)-1H-pyrazolo[3,4-d]pyrimidin-3-yl)-2-methoxyphenyl)methanesulfonamide